(S)-2-(2-morpholinoacetamido)propanamide O1CCN(CC1)CC(=O)N[C@H](C(=O)N)C